C(#N)C1(CC1)C1=NC(=CC(=C1)C(=O)N[C@@H](C)C=1N(N=CN1)C1=NC=C(C=C1)C#N)C(F)(F)F 2-(1-cyanocyclopropyl)-N-[(1S)-1-[2-(5-cyano-2-pyridyl)-1,2,4-triazol-3-yl]ethyl]-6-(trifluoromethyl)pyridine-4-carboxamide